FC1=C(C=CC(=C1)C(NC)=O)C=1N=C2SC3=C(N2C1)C=CC(=C3)C(=O)NCCCNC(OC(C)(C)C)=O tert-butyl (3-(2-(2-fluoro-4-(methylcarbamoyl)phenyl)benzo[d]imidazo[2,1-b]thiazole-7-carboxamido)propyl)carbamate